(S)-4-(8-Amino-3-(1-(but-2-ynoyl)pyrrolidin-2-yl)imidazo-[1,5-a]pyrazin-1-yl)-N-(pyridin-2-yl)benzamid NC=1C=2N(C=CN1)C(=NC2C2=CC=C(C(=O)NC1=NC=CC=C1)C=C2)[C@H]2N(CCC2)C(C#CC)=O